OCC1=CC(=CS1)C1=CC=2N(C=C1)C(=NN2)C(=O)NC=2C(=NC=C(C2)NC(CN2[C@@H](CCC2)C)=O)C (R)-7-(5-(hydroxymethyl)thiophen-3-yl)-N-(2-methyl-5-(2-(2-methylpyrrolidin-1-yl)acetamido)pyridin-3-yl)-[1,2,4]triazolo[4,3-a]pyridine-3-carboxamide